(3r,4s)-1-((2,4-dichlorophenyl)sulfonyl)-3-(hydroxymethyl)-4-((5-(trifluoromethyl)pyridin-2-yl)sulfonyl)pyrrolidin-3-ol ClC1=C(C=CC(=C1)Cl)S(=O)(=O)N1C[C@@]([C@H](C1)S(=O)(=O)C1=NC=C(C=C1)C(F)(F)F)(O)CO